4-((2-(2-(2-(2-aminoethoxy)ethoxy)ethoxy)ethyl) carbamoyl)-2-(7-(dimethylamino)-3-(dimethyliminio)-3H-spiro[dibenzo[b,e]siline-5,1'-silinan]-10-yl)benzoate NCCOCCOCCOCCNC(=O)C1=CC(=C(C(=O)[O-])C=C1)C1=C2C(=CC(C=C2)=[N+](C)C)[Si]2(CCCCC2)C2=C1C=CC(=C2)N(C)C